4-(2-acryloyl-2,6-diazaspiro[3.4]octan-6-yl)-6-(5-methyl-1H-indazol-4-yl)-2-((4-(trifluoromethyl)pyridin-2-yl)methoxy)pyrimidine-5-carbonitrile C(C=C)(=O)N1CC2(C1)CN(CC2)C2=NC(=NC(=C2C#N)C2=C1C=NNC1=CC=C2C)OCC2=NC=CC(=C2)C(F)(F)F